1-(isopropylimino)hexahydro-1lambda6-thiopyran 1-oxide C(C)(C)N=S1(CCCCC1)=O